BrC=1C=C2C(=CC=NC2=CC1OCCO[Si](C)(C)C(C)(C)C)Cl 6-bromo-7-(2-((tert-butyldimethylsilyl)oxy)ethoxy)-4-chloroquinoline